NC=1C2=C(N=C(N1)SC)C(N(C2C2=C(C=CC=C2)Cl)CC2=CC=C(C=C2)OC)=O 4-amino-5-(2-chlorophenyl)-6-[(4-methoxyphenyl)methyl]-2-(methylsulfanyl)-5H,6H,7H-pyrrolo[3,4-d]pyrimidin-7-one